FC=1C(=CC(=C(C1)N1C(C=CC2=CC(=CC=C12)S(=O)(=O)NC1=NOC=C1)=O)OC)COC(F)(F)F (P)-1-(5-fluoro-2-methoxy-4-((trifluoromethoxy)methyl)phenyl)-N-(isoxazol-3-yl)-2-oxo-1,2-dihydroquinoline-6-sulfonamide